C(C)C(O[Si](OC([SiH2]CCCCCCC(OC)(OC)OC)([SiH2]CCCCCCC(OCC)(OCC)OCC)[SiH2]CCCCC(OC)(OC)OC)(OC)[SiH2]CCCCCCCCCCC(OCC)(OCC)OCC)[SiH2]CCCCC(OCC)(OCC)OCC Ethyltriethoxysilan-Hexyltrimethoxysilan-Hexyltriethoxysilan-Octyltrimethoxysilan-Octyltriethoxysilan-Dodecyltrimethoxysilan